COC1=CC=C(C=C1)F P-fluoroanisole